Cl.ClCCCN 3-chloropropan-1-amine HCl salt